(2R)-N-[2-(1-benzylpiperidin-4-yl)ethyl]-2-methyl-4-(pyridin-2-yl)piperazine-1-carboxamide C(C1=CC=CC=C1)N1CCC(CC1)CCNC(=O)N1[C@@H](CN(CC1)C1=NC=CC=C1)C